FC1=CC=C2C(N(C(C2=C1)=O)[C@H]1C(NC(CC1)=O)=O)=O 6-fluoro-2-((R)-2,6-dioxopiperidin-3-yl)isoindoline-1,3-dione